(3S)-1-(5-cyclopropyl-7H-pyrrolo[2,3-d]pyrimidin-4-yl)-3-methylpiperidine-4-carboxylic acid tert-butyl ester C(C)(C)(C)OC(=O)C1[C@@H](CN(CC1)C=1C2=C(N=CN1)NC=C2C2CC2)C